FCCCN1CC(C1)CC1=CC=C(C=C1)C1=C(CCCC2=C1C=CC=C2)C2=CC(=CC=C2)CO 9-(4-((1-(3-Fluoropropyl)azetidin-3-yl)methyl)phenyl)-8-(3-(hydroxymethyl)phenyl)-6,7-dihydro-5H-benzo[7]annulen